2-(((3-(Methoxymethyl)-2-oxooxazolidin-4-yl)methoxy)methyl)-6-(trifluoromethyl)nicotinic acid COCN1C(OCC1COCC1=C(C(=O)O)C=CC(=N1)C(F)(F)F)=O